N1(CCC1)CCOC1=C(C=C(C=C1)NC(CC1=CC=C(C=C1)OC)=O)C=1C(=NOC1C)C N-(4-(2-(azetidin-1-yl)ethoxy)-3-(3,5-dimethylisoxazol-4-yl)phenyl)-2-(4-methoxyphenyl)acetamide